BrC1=CC=C(C2=C1OC=1C2=NC=CC1)OC 6-bromo-9-methoxybenzofurano[3,2-b]pyridine